OCCN(CCCCCCCC(=O)OC(CCCCCCCC)CCCCCCCC)CCCCCOC(=O)OCCCCC\C=C/CC Heptadecan-9-yl (Z)-8-((2-hydroxyethyl)(5-(((non-6-en-1-yloxy)carbonyl)oxy)pentyl)amino)octanoate